C1(=CC=CC2=CC=CC=C12)C1=NC(=NC(=N1)C(Cl)(Cl)Cl)C(Cl)(Cl)Cl 2-(naphth-1-yl)-4,6-Bis-trichloromethyl-s-triazine